C(C)(C)(C)C1=CC=C(C=N1)C=1N=C2SCC(CN2C(C1C#N)=O)F 8-(6-(tert-butyl)pyridin-3-yl)-3-fluoro-6-oxo-3,4-dihydro-2H,6H-pyrimido[2,1-b][1,3]thiazine-7-carbonitrile